N-[1-[[(3-Amino-3-oxo-propyl)-(2-chloroacetyl)amino]carbamoyl]-3-methyl-butyl]isoxazole-3-carboxamide NC(CCN(C(CCl)=O)NC(=O)C(CC(C)C)NC(=O)C1=NOC=C1)=O